2-(2,6-dioxopiperidin-3-yl)-7-ethoxy-3-oxoisoindoline-5-carbonitrile O=C1NC(CCC1N1CC2=C(C=C(C=C2C1=O)C#N)OCC)=O